CC(C)(C)CCN[C@@H](CC(=O)O)C(=O)N[C@@H](CC1=CC=CC=C1)C(=O)OC n-(N-(3,3-dimethylbutyl)-L-alpha-aspartyl)-L-phenylalanine 1-methyl ester